(R)-5-(3-morpholino-5-((tetrahydrofuran-3-yl)sulfonyl)phenyl)-6-(trifluoromethyl)pyridin-2-amine O1CCN(CC1)C=1C=C(C=C(C1)S(=O)(=O)[C@H]1COCC1)C=1C=CC(=NC1C(F)(F)F)N